1-((1s,3s)-3-((5-(3-fluoroimidazo[1,2-a]pyridin-6-yl)-7H-pyrrolo[2,3-d]pyrimidin-2-yl)amino)-1-methylcyclobutyl)pyrrolidin-2-one FC1=CN=C2N1C=C(C=C2)C2=CNC=1N=C(N=CC12)NC1CC(C1)(C)N1C(CCC1)=O